N-(3-chloro-5-(methylsulfonyl)phenyl)-1-(5'-fluoro-[3,3'-bipyridyl]-2-yl)-1H-pyrazole-4-carboxamide ClC=1C=C(C=C(C1)S(=O)(=O)C)NC(=O)C=1C=NN(C1)C1=NC=CC=C1C=1C=NC=C(C1)F